ClC=1C(=NC(=NC1)O)C1=CC=CC=C1 chlorophenyl-pyrimidinol